NC1=NC(=CC(=N1)N1CCC2(C[C@H](NC2)C(=O)OCC)CC1)O[C@@H](C(F)(F)F)C1=CC=C(C=C1)C1=CC(=C(C=C1)OC)OC (S)-ethyl 8-(2-amino-6-((R)-1-(3',4'-dimethoxy-[1,1'-biphenyl]-4-yl)-2,2,2-trifluoroethoxy)pyrimidin-4-yl)-2,8-diazaspiro[4.5]decane-3-carboxylate